6-[(2S)-2-aminopropyl]-2-chloro-7-cyclopropyl-N-[(thiophen-2-yl)methyl]thieno[3,2-d]pyrimidin-4-amine N[C@H](CC1=C(C=2N=C(N=C(C2S1)NCC=1SC=CC1)Cl)C1CC1)C